4-(Bicyclo[1.1.1]pentan-1-ylamino)-2-chloropyrimidine-5-carboxylic acid C12(CC(C1)C2)NC2=NC(=NC=C2C(=O)O)Cl